1-((3s,4r)-4-(3,5-difluorophenyl)-1-(2-methoxyethyl)pyrrolidin-3-yl)-3-(3-ethoxy-4-methyl-1-phenyl-1H-pyrazol-5-yl)urea FC=1C=C(C=C(C1)F)[C@H]1[C@@H](CN(C1)CCOC)NC(=O)NC1=C(C(=NN1C1=CC=CC=C1)OCC)C